2-(1,1-dimethylethyl)-6-(2-(2,3,6,7-tetrahydro-1,1,7,7-tetramethyl-1H,5H-benzo(ij)quinolizin-9-yl)ethenyl)-4H-pyran CC(C)(C)C=1OC(=CCC1)C=CC1=CC=2C(CCN3CCC(C(C23)=C1)(C)C)(C)C